3-N-(Hydroxymethyl)-1,5-dimethyl-1-N-(2-methyl-4-oxopentan-2-yl)-5-N-[4-[(E)-3-phenylprop-2-enoyl]phenyl]heptane-1,3,5-tricarboxamide OCNC(=O)C(CC(C(=O)NC(C)(CC(C)=O)C)C)CC(CC)(C(=O)NC1=CC=C(C=C1)C(\C=C\C1=CC=CC=C1)=O)C